C1(CCCC1)N1C=C(C2=CC(=CC=C12)C1=NN=NN1)C#N 1-cyclopentyl-5-(1H-tetrazole-5-yl)-1H-indole-3-carbonitrile